CC1(C2=CC=C3C=CN(CCCCCC4CC4C(N1)=O)C3=N2)C 2,2-dimethyl-3,13,19-triazatetracyclo[11.5.2.0^{5,7}.0^{16,20}]Eicosa-1(18),14,16,19-tetraen-4-one